N1(N=NN=C1)C1=C(C=CC=C1)N[C@@H](C)C=1C=C(C=C2C(N(C(=NC12)N1CCOCC1)C)=O)C (S)-8-(1-((2-(1H-tetrazol-1-yl)phenyl)amino)ethyl)-3,6-dimethyl-2-morpholinoquinazolin-4(3H)-one